ClC=1C(=NN(C1C(=O)OC)C)C(NC)=O Methyl 4-chloro-1-methyl-3-(methylcarbamoyl)-1H-pyrazole-5-carboxylate